C(=O)O.ClC=1C=C(C=CC1C(=O)N1CCN(CC1)C(C[C@H]1NCCC1)=O)NC(=O)C=1N(C(=CN1)C1=C(C(=C(C=C1)OC(F)F)F)F)C (S)-N-(3-chloro-4-(4-(2-(pyrrolidin-2-yl)acetyl)piperazine-1-carbonyl)phenyl)-5-(4-(difluoromethoxy)-2,3-difluorophenyl)-1-methyl-1H-imidazole-2-carboxamide formate